(1-cyano-2-ethoxy-2-oxoethyliden-aminooxy)dimethylamino-morpholino-carbenium C(#N)C(C(=O)OCC)=NO[C+](N1CCOCC1)N(C)C